FC=1C(=CC(=NC1)OC)C1=CC(=NN1)C(=O)N1C2(CC2)C[C@H](CC1)C(=O)NCC12CCC(CC1)(C2)O (S)-4-(5-(5-fluoro-2-methoxypyridin-4-yl)-1H-pyrazole-3-carbonyl)-N-((4-hydroxybicyclo[2.2.1]heptan-1-yl)methyl)-4-azaspiro[2.5]octane-7-carboxamide